CC(C)(C=CC(C)(OOC(C)(C)C)C)OOC(C)(C)C 2,5-dimethyl-2,5-di(t-butylperoxy)hexene